[[3-(trifluoromethyl)phenyl]-carbamoyl]formic acid FC(C=1C=C(C=CC1)NC(=O)C(=O)O)(F)F